FC1=C(C(=CC=C1)OC)N1C(C(=CC=C1)C(=O)OC)=O methyl 1-(2-fluoro-6-methoxyphenyl)-2-oxo-1,2-dihydropyridine-3-carboxylate